ClCC1=NC2=C(N1COCC[Si](C)(C)C)C=CC(=C2)OC 2-[[2-(chloromethyl)-5-methoxy-benzimidazol-1-yl]methoxy]ethyl-trimethyl-silane